(5S*,8R*)-8-(2-chloroacetamido)-N-(2,4-dichlorobenzyl)-5-fluoro-8-(hydroxymethyl)-5,6,7,8-tetrahydro-quinoline-5-carboxamide ClCC(=O)N[C@@]1(CC[C@](C=2C=CC=NC12)(C(=O)NCC1=C(C=C(C=C1)Cl)Cl)F)CO |o1:5,8|